(4-(5-(1-methyl-1H-pyrazol-5-yl)benzo[d]oxazol-2-yl)pyridin-2-yl)methanone CN1N=CC=C1C=1C=CC2=C(N=C(O2)C2=CC(=NC=C2)C=O)C1